[4-(6-phenylimidazo[1,2-b]pyridazin-3-yl)phenyl]methanol C1(=CC=CC=C1)C=1C=CC=2N(N1)C(=CN2)C2=CC=C(C=C2)CO